diphenyl-(2,4,6-trimethylbenzoyl)-phosphine C1(=CC=CC=C1)P(C(C1=C(C=C(C=C1C)C)C)=O)C1=CC=CC=C1